CN1N=C(C=C1S(=O)(=O)N1CCC2(CC(C2)N2C3COC(C2)C3)CC1)C(F)(F)F 5-(7-((1-methyl-3-(trifluoromethyl)-1H-pyrazol-5-yl)sulfonyl)-7-azaspiro[3.5]nonan-2-yl)-2-oxa-5-azabicyclo[2.2.1]heptane